ethyl 6-chloro-5-fluoro-4-(2-methoxy-2-oxoethyl)pyridine-3-carboxylate ClC1=C(C(=C(C=N1)C(=O)OCC)CC(=O)OC)F